7-methoxy-N-methyl-6-{[4-(pyrrolidin-1-yl)butan-2-yl]oxy}-1H,2H,3H-cyclopenta[b]quinolin-9-amine COC1=CC=2C(=C3C(=NC2C=C1OC(C)CCN1CCCC1)CCC3)NC